tert-butyl 4-((4-(3,4-dichloro-2-fluorophenyl)-5-hydroxy-8-methoxy-5,6-dihydro-4H-pyrido[2,3,4-de]quinazolin-7-yl)oxy)piperidine-1-carboxylate ClC=1C(=C(C=CC1Cl)N1C(CC=2C=3C1=NC=NC3C=C(C2OC2CCN(CC2)C(=O)OC(C)(C)C)OC)O)F